ClC=1C=C(CC=2C(=C(C(=O)N)C=CC2C2=CC(=CC=C2)O)C=CC=O)C=CC1 3-chlorobenzyl-4-(3-hydroxyphenyl)-3-oxoprop-1-en-1-ylbenzamide